di-tert-butyl ((5R)-4-((1,3-dioxoisoindolin-2-yl)methyl)-2,2-dimethylhexane-1,5-diyl)dicarbamate O=C1N(C(C2=CC=CC=C12)=O)CC(CC(CNC(OC(C)(C)C)=O)(C)C)[C@@H](C)NC(OC(C)(C)C)=O